4'-amino-6-fluoro-3'-nitro[1,1'-biphenyl]-3-carbaldehyde NC1=C(C=C(C=C1)C1=CC(=CC=C1F)C=O)[N+](=O)[O-]